FC(C=1C(=NC=C(C1)C(F)(F)F)CC(=O)O)(F)F 2-[3,5-Bis(trifluoromethyl)-2-pyridyl]acetic acid